Cl.[C@@H]12C(C[C@@H](CC1)N2)CC(C)(O)C 1-((1S,4R)-7-azabicyclo[2.2.1]heptan-2-yl)-2-methylpropan-2-ol Hydrochloride